N-(azetidin-3-ylmethyl)-1-(4-((3-(3-fluoro-4-methoxyphenyl)imidazo[1,2-a]pyrazin-8-yl)amino)-2-methyl-benzoyl)piperidine-4-carboxamide 2,2,2-trifluoroacetate FC(C(=O)O)(F)F.N1CC(C1)CNC(=O)C1CCN(CC1)C(C1=C(C=C(C=C1)NC=1C=2N(C=CN1)C(=CN2)C2=CC(=C(C=C2)OC)F)C)=O